(4-bromophenyl)quinazolin-4(3H)-one BrC1=CC=C(C=C1)C1=NC2=CC=CC=C2C(N1)=O